ClC=1C=CC(=C(C1)C1=CC(N(C=C1OC)C(C(=O)NC1=CC=C(C(=O)O)C=C1)C[C@H]1OCCCC1)=O)C1=CN=CO1 4-[(2-{4-[5-chloro-2-(1,3-oxazol-5-yl)phenyl]-5-methoxy-2-oxopyridin-1(2H)-yl}-3-[(2S)-tetrahydro-2H-pyran-2-yl]propionyl)amino]benzoic acid